CN(C)CC[C@@H](C=1SC=CC1)OC1=CC=CC2=CC=CC=C12 (S)-(+)-N,N-dimethyl-3-(1-naphthoxy)-3-(2-thienyl)propylamine